F[C@H]1CN(CC[C@H]1N1CCOCC1)C1=NC=CC(=N1)NC=1N=CC2=C(C=CC(=C2C1)[C@H]1N(CCC1)C(C=C)=O)N1CC(C1)CS(=O)(=O)C 1-((S)-2-(3-((2-((3S,4R)-3-fluoro-4-morpholinopiperidin-1-yl)pyrimidin-4-yl)amino)-8-(3-((methylsulfonyl)methyl)azetidin-1-yl)isoquinolin-5-yl)pyrrolidin-1-yl)prop-2-en-1-one